C(CCCCCCCCCCCCCCCCCCC)(=O)N arachidyl-amide